1-methylindazole CN1N=CC2=CC=CC=C12